4-(4-phenoxybenzoyl)benzoic acid O(C1=CC=CC=C1)C1=CC=C(C(=O)C2=CC=C(C(=O)O)C=C2)C=C1